COC1=CC=C(C=C1)C#CC1=C(C=CC=C1)OC=C 1-(4-methoxyphenyl)ethynyl-2-vinyloxybenzene